6-cyclohexyl-3-{2-[(piperidin-3-yl)amino]-5-(trifluoromethyl)pyrimidin-4-yl}-1H,6H,7H-pyrrolo[2,3-c]pyridin-7-on C1(CCCCC1)N1C(C2=C(C=C1)C(=CN2)C2=NC(=NC=C2C(F)(F)F)NC2CNCCC2)=O